FC1=C(C=CC(=C1)F)S(=O)(=O)NC=1C(=NC=C(C1)C=1C=C2C(=NC=NC2=CC1)N1CCN(CC1)C(\C=C\C(C)=O)=O)CO (E)-2,4-difluoro-N-(2-(hydroxy-methyl)-5-(4-(4-(4-oxopent-2-enoyl)piperazin-1-yl)quinazolin-6-yl)pyridin-3-yl)benzene-sulfonamide